N(=[N+]=[N-])CCCCCCOC(N(CCl)CCOC)=O N-(2-methoxyethyl)-N-chloromethyl-carbamic acid 6-azidohexyl ester